(S)-3-[1-(6-chloropyridin-2-yl)pyrrolidin-3-yl]-3-[4-(7H-pyrrolo[2,3-d]pyrimidin-4-yl)-1H-pyrazol-1-yl]propionitrile ClC1=CC=CC(=N1)N1CC(CC1)[C@H](CC#N)N1N=CC(=C1)C=1C2=C(N=CN1)NC=C2